C(=O)[O-].CC1=C(C(=CC=C1)C)NC(C(CC)[P+](C1=CC=CC=C1)(C1=CC=CC=C1)C1=CC=CC=C1)=O (1-((2,6-dimethylphenyl)amino)-1-oxobutan-2-yl)triphenylphosphonium formate